1-(2-morpholinoethyl)-3-(4-(1-phenyl-2-(trifluoromethyl)-1H-benzoimidazol-5-yl)phenyl)urea O1CCN(CC1)CCNC(=O)NC1=CC=C(C=C1)C1=CC2=C(N(C(=N2)C(F)(F)F)C2=CC=CC=C2)C=C1